tert-butyl (2-methyl-1-oxo-1-(4-((2-oxo-1-(4-(3-oxopropyl)phenyl)-1,2-dihydropyrimidin-4-yl)carbamoyl)piperazin-1-yl)propan-2-yl)carbamate CC(C(N1CCN(CC1)C(NC1=NC(N(C=C1)C1=CC=C(C=C1)CCC=O)=O)=O)=O)(C)NC(OC(C)(C)C)=O